2-(2-chlorophenyl)-2-(methylamino)cyclohexanone hydrochloride Cl.ClC1=C(C=CC=C1)C1(C(CCCC1)=O)NC